CC1=CC=C(C=C1)S(=O)(=O)OC=1C=C(C=CC1)NC(=O)N N-[3-(p-toluenesulfonyloxy)phenyl]urea